C1(CC1)OC1=NC(=C(C=2N=C(N=C(C21)NCCO)OC[C@]21CCCN1C[C@@H](C2)F)F)C2=CC(=CC1=CC=C(C(=C21)C#C)F)O 4-(5-cyclopropoxy-8-fluoro-2-(((2R,7aS)-2-fluorotetrahydro-1H-pyrrolizin-7a(5H)-yl)methoxy)-4-((2-hydroxyethyl)amino)pyrido[4,3-d]pyrimidin-7-yl)-5-ethynyl-6-fluoronaphthalen-2-ol